(S)-5-((R)-tert-butylsulfinyl)-4-(2-(1-ethyl-3-(trifluoromethyl)-1H-pyrazol-4-yl)-3-fluorophenyl)-3-methyl-5,6-dihydro-4H-thieno[2,3-c]pyrrole-2-carbonitrile C(C)(C)(C)[S@@](=O)N1CC2=C([C@@H]1C1=C(C(=CC=C1)F)C=1C(=NN(C1)CC)C(F)(F)F)C(=C(S2)C#N)C